N-methyl-1-(4-(trifluoromethyl)phenyl)-1H-pyrrolo[2,3-b]pyridine-5-sulfonamide CNS(=O)(=O)C=1C=C2C(=NC1)N(C=C2)C2=CC=C(C=C2)C(F)(F)F